2-bromo-4-methyl-6-propionylphenyl isobutyrate C(C(C)C)(=O)OC1=C(C=C(C=C1C(CC)=O)C)Br